Amphetamine aspartate monohydrate O.N[C@@H](CC(=O)O)C(=O)O.NC(C)CC1=CC=CC=C1